BrC1=C(C=CC(=N1)N)F 6-bromo-5-fluoro-pyridin-2-amine